NCCCCCN pentamethylenedi-amine